CC(C)C1=NSC(=N1)[C@H]1[C@@H](C1)C1=CC=C(C=C1)S(=O)(=O)N 4-{trans-2-[3-(propan-2-yl)-1,2,4-thiadiazol-5-yl]Cyclopropyl}benzenesulfonamide